6-(7-bromo-6-chloro-8-fluoro-2-((1-methylpiperidin-4-yl)methoxy)quinazolin-4-yl)-2,6-diazaspiro[3.4]octane-2-carboxylic acid tert-butyl ester C(C)(C)(C)OC(=O)N1CC2(C1)CN(CC2)C2=NC(=NC1=C(C(=C(C=C21)Cl)Br)F)OCC2CCN(CC2)C